CC1=C(C2=C(N=CN=C2NC2(CC2)C)O1)C(=O)N1CCC(CC1)C1=NN(C=C1)C 6-methyl-5-[4-(1-methyl-1H-pyrazol-3-yl)piperidine-1-carbonyl]-N-(1-methylcyclopropyl)furo[2,3-d]pyrimidin-4-amine